5-((2R)-1-benzyl-2-fluoro-4-hydroxypiperidin-4-yl)-2-(2,6-dioxopiperidin-3-yl)isoindoline-1,3-dione C(C1=CC=CC=C1)N1[C@@H](CC(CC1)(O)C=1C=C2C(N(C(C2=CC1)=O)C1C(NC(CC1)=O)=O)=O)F